tert-Butyl 3-(2,2-dimethylchroman-6-yl)azetidine-1-carboxylate CC1(OC2=CC=C(C=C2CC1)C1CN(C1)C(=O)OC(C)(C)C)C